8-[(1R)-1-[4-chloro-2-(1-hydroxy-2,3,1-benzoxazaborinin-7-yl)anilino]ethyl]-2-(4,4-dimethyl-1-piperidyl)-3,6-dimethyl-chromen-4-one ClC1=CC(=C(N[C@H](C)C=2C=C(C=C3C(C(=C(OC23)N2CCC(CC2)(C)C)C)=O)C)C=C1)C1=CC2=C(C=NOB2O)C=C1